FC=1C=C(C=CC1F)C(=O)C(=O)C1=CC(=C(C=C1)F)F 3,3',4,4'-tetrafluorobenzil